[Si](C)(C)(C(C)(C)C)OC=1C=CC2=C(NC(O2)=O)C1 5-((tert-butyldimethylsilyl)oxy)benzo[d]oxazol-2(3H)-one